N1=CC=CC2=CC(=CC=C12)C(=O)O[C@]1(C(C(=C2C=C(N(C=C2C1=O)NC(C1=CC=NC=C1)=O)\C=C\C(=C\[C@H](CC)C)\C)Cl)=O)C (R)-5-chloro-3-((S,1E,3E)-3,5-dimethylhepta-1,3-dien-1-yl)-2-(isonicotinamido)-7-methyl-6,8-dioxo-2,6,7,8-tetrahydroisoquinolin-7-yl quinoline-6-carboxylate